5-bromo-3-(2-(3-(4-n-butylphenyl)-4-oxothiazolidine-2-ylidene)hydrazono)-1H-indol-2-one BrC=1C=C2C(C(NC2=CC1)=O)=NN=C1SCC(N1C1=CC=C(C=C1)CCCC)=O